FC(C12CC(C1)(C2)C2=C(C=NC=N2)C(=O)[O-])(F)F 6-(3-(trifluoromethyl)-bicyclo[1.1.1]pentan-1-yl)pyrimidine-5-carboxylate